4-maleimido-2,2-bis[4-(3-maleimidophenoxy)phenyl]ethane C1(C=CC(N1C1(CC=C(C=C1)C(C)C1=CC=C(C=C1)OC1=CC(=CC=C1)N1C(C=CC1=O)=O)OC1=CC(=CC=C1)N1C(C=CC1=O)=O)=O)=O